tert-butyl (N-(4-(1H-pyrrolo[2,3-b]pyridin-4-yl)benzyl)sulfamoyl)carbamate N1C=CC=2C1=NC=CC2C2=CC=C(CNS(=O)(=O)NC(OC(C)(C)C)=O)C=C2